C(C)(C)(C)OC(=O)N1CCNCCC1.C(C)(C)(C)OOC(C)(C)C1=C(C=CC=C1)C(C)(C)OOC(C)(C)C di(tert-butyl-peroxyisopropyl)benzene tert-butyl-1,4-diazepan-1-carboxylate